C(C)N1C(=NC=2C(=NC=CC21)C2=CC=C(C=C2)C(=O)N2CCOCC2)C(F)(F)F (4-(1-ethyl-2-(trifluoromethyl)-1H-imidazo[4,5-c]pyridin-4-yl)phenyl)(morpholin-4-yl)methanone